ClC1=C(C=C(C=C1)C(C)(C)C=1N=C(SC1)NC(=O)NCC=1C=NC(=NC1)N1CCNCC1)F 1-(4-(2-(4-chloro-3-fluoro-phenyl)propan-2-yl)thiazol-2-yl)-3-((2-(piperazin-1-yl)pyrimidin-5-yl)methyl)-urea